FCC(C(=O)N[C@H](CC1=CC=C(C=C1)F)C(=O)O)(C)C (R)-3,4-difluoro-pivaloylphenylalanine